C1=CC=C(C=C1)/C=C/C2=CC(=CC=C2)PC3=CC=CC=C3 p-styryl-diphenylphosphine